C(C)OC[C@@]1(CN(CC1)CC=1C=NC=CC1)CCC1=CC=C(C=C1)OC (S)-3-((3-(ethoxymethyl)-3-(4-methoxy-phenethyl)pyrrolidin-1-yl)methyl)pyridine